N-[3-fluoro-4-({7-[3-(4-hydroxy-4-methylpiperidin-1-yl)propoxy]-6-methoxyquinolin-4-yl}oxy)phenyl]-5-(4-fluorophenyl)-6-oxo-2,3,5,6-tetrahydrofuro[3,2-c]pyridine-7-carboxamide FC=1C=C(C=CC1OC1=CC=NC2=CC(=C(C=C12)OC)OCCCN1CCC(CC1)(C)O)NC(=O)C1=C2C(=CN(C1=O)C1=CC=C(C=C1)F)CCO2